4-chloro-3-methyl-N-{[1-(3-methylbutanoyl)-1,2,3,4-tetrahydroquinolin-6-yl]methyl}benzamide ClC1=C(C=C(C(=O)NCC=2C=C3CCCN(C3=CC2)C(CC(C)C)=O)C=C1)C